OCC=1C(=NC=CC1N1C(C=2N(C=3CCCCC3C2)CC1)=O)C1=CN(C(C(=C1)NC1=NC=C(C=C1)N1CCN(CC1)C1COC1)=O)C 2-(3-(Hydroxymethyl)-2-(1-methyl-5-(5-(4-(oxetan-3-yl)piperazin-1-yl)pyridin-2-ylamino)-6-oxo-1,6-dihydropyridin-3-yl)pyridin-4-yl)-3,4,6,7,8,9-hexahydropyrazino[1,2-a]indol-1(2H)-one